CC1=C(C=C(C=C1)CC1=NNC(C2=CC=CC=C12)=O)C1=CC2=C(NC(=N2)NC(OCC)=O)C=C1 Ethyl (5-(2-methyl-5-((4-oxo-3,4-dihydrophthalazin-1-yl)methyl)phenyl)-1H-benzoimidazol-2-yl)carbamate